2-(2-iodophenyl)-1-ethylindole IC1=C(C=CC=C1)C=1N(C2=CC=CC=C2C1)CC